4-(1-(tert-butoxycarbonyl)-4,4-difluoropiperidin-3-yl)pyridine 1-oxide C(C)(C)(C)OC(=O)N1CC(C(CC1)(F)F)C1=CC=[N+](C=C1)[O-]